ClC1=C(C=CC=C1)C1=NN2C(N=C(C=C2N2CCC(CC2)(C(=O)N)C)N(C)CC(C)(C)O)=C1C1=CC=C(C=C1)Cl 1-[2-(2-chlorophenyl)-3-(4-chlorophenyl)-5-[(2-hydroxy-2-methyl-propyl)-methyl-amino]pyrazolo[1,5-a]pyrimidin-7-yl]-4-methyl-piperidine-4-carboxamide